4-phenyl-1,1,1-trifluorobut-2-ene C1(=CC=CC=C1)CC=CC(F)(F)F